COC=1C=C(C=CC1OC)C=1NC2=CC=C(C=C2C1C(C)C)C1=NN=C(O1)C(=O)N(C)CCCN(C)C 5-(2-(3,4-dimethoxyphenyl)-3-isopropyl-1H-indol-5-yl)-N-(3-(dimethylamino)propyl)-N-methyl-1,3,4-oxadiazole-2-carboxamide